2-(4-chlorophenyl)-2-fluoroacetic acid methyl ester COC(C(F)C1=CC=C(C=C1)Cl)=O